3-(4-(1-ethoxyethoxy)phenyl)propionic acid C(C)OC(C)OC1=CC=C(C=C1)CCC(=O)O